C(C)(C)(C)OC(=O)N[C@@H]1CC[C@H](CC1)C/C=C/C(=O)OCC ethyl (E)-4-(trans-4-((tert-butoxycarbonyl)amino)cyclohexyl)but-2-enoate